NC1=NC=NN2C1=C(C=C2C2CCOCC2)C2=C(C=C(C=C2)C2=C(C(N(C=C2)C2=CC=C(C=C2)F)=O)C(=O)N)F {4-[4-amino-7-(tetrahydro-2H-pyran-4-yl)-pyrrolo[2,1-f][1,2,4]triazin-5-yl]-3-fluorophenyl}-1-(4-fluorophenyl)-2-oxo-1,2-dihydropyridine-3-carboxamide